6-Methyl-pyrazine-2-carboxylic acid [3-(5-pyridin-2-yl-[1,3,4]oxadiazol-2-yl)-adamantan-1-yl]-amide N1=C(C=CC=C1)C1=NN=C(O1)C12CC3(CC(CC(C1)C3)C2)NC(=O)C2=NC(=CN=C2)C